O=C1CC2(OC3=CN=CC=C31)CN(C2)C(=O)OC(C)(C)C tert-butyl 4'-oxo-3',4'-dihydrospiro[azetidine-3,2'-pyrano[2,3-c]pyridine]-1-carboxylate